C1(CC1)N1N=NC(=C1CO[C@@]12N(C[C@@H](CC1)C2)C=2C(=CC1=C(N=CS1)C2)C(=O)O)C2=C(C=CC=C2Cl)Cl (1S,4S,5R)-5-{[1-cyclopropyl-4-(2,6-dichlorophenyl)-1H-1,2,3-triazol-5-yl]methoxyl-2-azabicyclo[2.2.1]heptan-2-yl}-1,3-benzothiazole-6-carboxylic acid